1-((1RS,3SR)-5'-Bromo-4'-chloro-1'-(4-methoxybenzyl)-1',2'-dihydrospiro[cyclopentane-1,3'-pyrrolo[2,3-b]pyridin]-3-yl)imidazolidin-2-one BrC=1C(=C2C(=NC1)N(C[C@]21C[C@H](CC1)N1C(NCC1)=O)CC1=CC=C(C=C1)OC)Cl |r|